C(C)N1N=C(C(=C1)C=1C=CC(=C(C1)S(=O)(=O)NC=1C=NC=2CCNC(C2C1)=O)OC)C(F)(F)F 5-(1-ethyl-3-(trifluoromethyl)-1H-pyrazol-4-yl)-2-methoxy-N-(5-oxo-5,6,7,8-tetrahydro-1,6-naphthyridin-3-yl)benzenesulfonamide